tert-Butyl (3R)-3-{[5-(5-acetyl-2-fluorophenyl)-1-trityl-1H-indazol-3-yl]carbamoyl}piperidine-1-carboxylate C(C)(=O)C=1C=CC(=C(C1)C=1C=C2C(=NN(C2=CC1)C(C1=CC=CC=C1)(C1=CC=CC=C1)C1=CC=CC=C1)NC(=O)[C@H]1CN(CCC1)C(=O)OC(C)(C)C)F